ClC1=C2C(=NC(=C1)C1=CC=C(C(=O)N(CC)CC)C=C1)C=CS2 4-(7-chlorothieno[3,2-b]pyridin-5-yl)-N,N-diethylbenzamide